3-(5-(Chloromethyl)-6-fluoropyridin-2-yl)piperidine-2,6-dione ClCC=1C=CC(=NC1F)C1C(NC(CC1)=O)=O